C(C)(C)(C)P(C1=C(C=CC=C1)P(C)C(C)(C)C)C 1,2-bis(t-butylmethylphosphino)benzene